5-(3-butylbenzoyl)-3-(1-(3-pentyl)-1,2,3,6-tetrahydropyridin-4-yl)-1H-indole C(CCC)C=1C=C(C(=O)C=2C=C3C(=CNC3=CC2)C=2CCN(CC2)C(CC)CC)C=CC1